5-{2-[2-(7-Ethylchinolin-8-sulfonamido)phenyl]ethynyl}-3-(methylamino)-pyridin C(C)C1=CC=C2C=CC=NC2=C1S(=O)(=O)NC1=C(C=CC=C1)C#CC=1C=C(C=NC1)NC